2-((4-(6-((4-chloro-2-fluorobenzofuran-7-yl)methoxy)pyridin-2-yl)cyclohex-3-en-1-yl)methyl)-1-(((S)-oxetan-2-yl)methyl)-1H-benzo[d]imidazole-6-carboxylic acid ClC1=CC=C(C2=C1C=C(O2)F)COC2=CC=CC(=N2)C2=CCC(CC2)CC2=NC1=C(N2C[C@H]2OCC2)C=C(C=C1)C(=O)O